CC1CN(CCC1)CC=1C=C2C(NC=NC2=C(C1)C(F)(F)F)=O 6-((3-methylpiperidin-1-yl)methyl)-8-(trifluoromethyl)quinazolin-4(3H)-one